C(COCCC=CC(=O)N)OCCC=CC(=O)N ((ethane-1,2-diylbis(oxy))bis(ethane-2,1-diyl))diacrylamide